1-[4-(2-hydroxyethoxy)-phenyl]-2-hydroxy-2-methyl-1-propane-1-ONE CC(C)(C(=O)C1=CC=C(C=C1)OCCO)O